N-(2,5-dimethoxyphenyl)-3-phenyl-1,4,8-triazaspiro[4.5]deca-1,3-diene-8-carboxamide COC1=C(C=C(C=C1)OC)NC(=O)N1CCC2(N=C(C=N2)C2=CC=CC=C2)CC1